2-methyl-phenyl benzoate C(C1=CC=CC=C1)(=O)OC1=C(C=CC=C1)C